(+)-Methyl 2-{3-[(1H-1,3-benzodiazol-2-yl)amino]-3-[3-(trifluoromethyl)phenyl]propanamido}acetate N1C(=NC2=C1C=CC=C2)NC(CC(=O)NCC(=O)OC)C2=CC(=CC=C2)C(F)(F)F